OCC(NC(CC)S(=O)(=O)O)(CO)CO [tris(hydroxymethyl)-methylamino]-propanesulfonic acid